CC(CC(C=C)O)C 5-methyl-1-hexen-3-ol